acrylic acid-tert-butyl-acrylamide C(C)(C)(C)C(C(=O)N)=C.C(C=C)(=O)O